iodo-1-methyl-2-(naphthalen-2-yl)-1H-indole IC1=C(N(C2=CC=CC=C12)C)C1=CC2=CC=CC=C2C=C1